[7-bromo-3-(2,2,2-trifluoroethyl)pyrazolo[1,5-a]pyridin-2-yl]methanol BrC1=CC=CC=2N1N=C(C2CC(F)(F)F)CO